1,2,3,4-tetrakis(2-mercaptoethylthio)benzene TERT-BUTYL-4-(4-(N-(3-CHLORO-4-(TRIFLUOROMETHYL)PHENYL)SULFAMOYL)-2,5-DIMETHYL-1H-PYRROLE-3-CARBONYL)PIPERAZINE-1-CARBOXYLATE C(C)(C)(C)OC(=O)N1CCN(CC1)C(=O)C1=C(NC(=C1S(NC1=CC(=C(C=C1)C(F)(F)F)Cl)(=O)=O)C)C.SCCSC1=C(C(=C(C=C1)SCCS)SCCS)SCCS